[1-[4-[methyl(tetra-hydropyran-4-yl)amino]-5-oxido-6,7-dihydro-thieno[3,2-d]pyrimidin-5-ium-2-yl]azetidin-3-yl] 1-acetylpiperidine-4-carboxylate C(C)(=O)N1CCC(CC1)C(=O)OC1CN(C1)C=1N=C(C2=C(N1)CC[S+]2[O-])N(C2CCOCC2)C